((S)-1-((2S,4R)-4-hydroxy-2-(((S)-1-(4-(4-methylthiazol-5-yl)phenyl)ethyl)carbamoyl)pyrrolidin-1-yl)-3,3-dimethyl-1-oxobutan-2-yl)glycine O[C@@H]1C[C@H](N(C1)C([C@H](C(C)(C)C)NCC(=O)O)=O)C(N[C@@H](C)C1=CC=C(C=C1)C1=C(N=CS1)C)=O